(bromo(difluoro)methyl)trimethylsilane BrC(F)(F)[Si](C)(C)C